N=1C=C(N2N=CC=CC21)C=CC=2C=C(C(=O)NC=1C=C(C=C(C1)C(F)(F)F)C1=CC=CC=C1)C=CC2C 3-(2-(imidazo[1,2-b]pyridazin-3-yl)vinyl)-4-methyl-N-(5-(trifluoromethyl)-[1,1'-biphenyl]-3-yl)benzamide